(S)-4-(7-chloro-6-fluoro-1-(((S)-1-methylpyrrolidin-2-yl)methyl)-2-oxo-1,2-dihydropyrido[2,3-d]pyrimidin-4-yl)-3-methylpiperazine-1-carboxylic acid tert-butyl ester C(C)(C)(C)OC(=O)N1C[C@@H](N(CC1)C=1C2=C(N(C(N1)=O)C[C@H]1N(CCC1)C)N=C(C(=C2)F)Cl)C